2,3-bis(2,4,5-trimethyl-3-thienyl)maleic anhydride CC=1SC(=C(C1/C=1/C(=O)OC(\C1\C1=C(SC(=C1C)C)C)=O)C)C